BrC1=NC=C(C=C1F)C(F)(F)F 2-Bromo-3-fluoro-5-(trifluoro-methyl)pyridine